C(C)(C)(C)OC(C)=O Acetic acid tert-butylEster